(S)-4,5-dibromo-2-methyl-1-(oxetan-2-ylmethyl)-1H-imidazole BrC=1N=C(N(C1Br)C[C@H]1OCC1)C